2-(4-(2-(2-hydroxyethoxy)ethoxy)-ethoxyphenyl)-2-phenyl-5-methoxycarbonyl-6-methyl-9-methoxy-[2H]-naphtho[1,2-b]pyran OCCOCCOC1=CC(=C(C=C1)C1(C=CC2=C(O1)C1=CC(=CC=C1C(=C2C(=O)OC)C)OC)C2=CC=CC=C2)OCC